6-methyl-1H-benzo[d]imidazole CC=1C=CC2=C(NC=N2)C1